C(C)C=1C(=C(C(=NC1C1=CC=C(C=C1)F)OCC)C(=O)[O-])C1CC1 ethyl-cyclopropyl-2-ethoxy-6-(4-fluorophenyl)pyridine-3-carboxylate